BrC=1N=C(C=2N(C1)N=CN2)NC2=CC=C(C=C2)N2CCN(CC2)S(=O)(=O)CC 6-bromo-N-(4-(4-(ethylsulfonyl)piperazin-1-yl)phenyl)-[1,2,4]triazolo[1,5-a]pyrazin-8-amine